N-[(5-benzyloxy-3-pyridyl)methyl]-5-chloro-3-ethyl-pyrazolo[1,5-a]pyrimidin-7-amine C(C1=CC=CC=C1)OC=1C=C(C=NC1)CNC1=CC(=NC=2N1N=CC2CC)Cl